C(#N)[C@@]1([C@](O)([C@H](O)[C@@H](CO)O1)C)N1C(=O)N=C(N)C=C1 1'-C-Cyano-2'-C-methylcytidine